C(C)C(/C(/C(=O)O)=C\C(=O)O)CC Diethyl-mesaconic acid